CC1=NC(=NO1)C1=CC=C2C=CN=C(C2=C1)NCCN1CC=2N(CC1)N=C(C2)C(=O)O 5-[2-[[7-(5-methyl-1,2,4-oxadiazol-3-yl)-1-isoquinolinyl]amino]ethyl]-6,7-dihydro-4H-pyrazolo[1,5-a]pyrazine-2-carboxylic acid